OC1=C(C(=CC(=C1)C(F)(F)F)C)C=1C=NC=2C(N1)=NN(C2C)[C@H]2CCC(NC2)=O (S)-5-(6-(2-hydroxy-6-methyl-4-(trifluoromethyl)phenyl)-3-methyl-2H-pyrazolo[3,4-b]pyrazin-2-yl)piperidin-2-one